1,3-diphenoxy-2-propanol O(C1=CC=CC=C1)CC(COC1=CC=CC=C1)O